(S)-2-(1-((1-phenyl-1H-tetrazol-5-yl)sulfonyl)propan-2-yl)pyridine C1(=CC=CC=C1)N1N=NN=C1S(=O)(=O)C[C@@H](C)C1=NC=CC=C1